2,6-bis(α-methylbenzyl)phenol CC(C1=CC=CC=C1)C1=C(C(=CC=C1)C(C1=CC=CC=C1)C)O